O=C1NC(CCC1N1C(C2=CC=C(C=C2C1=O)N1CCN(CC1)CC1(CCN(CC1)CC1CCN(CC1)C1=NC=NC(=C1)C1=NNC2=CC=C(C=C12)OC1(CC1)C)F)=O)=O 2-(2,6-dioxo-3-piperidyl)-5-[4-[[4-fluoro-1-[[1-[6-[5-(1-methylcyclopropoxy)-1H-indazol-3-yl]pyrimidin-4-yl]-4-piperidyl]methyl]-4-piperidyl]methyl]piperazin-1-yl]isoindoline-1,3-dione